5-bromo-7-chloro-1-((2-(trimethylsilyl)ethoxy)methyl)-1H-indole-3-carboxylic acid methyl ester COC(=O)C1=CN(C2=C(C=C(C=C12)Br)Cl)COCC[Si](C)(C)C